(4-Cyclopropyl-6-methoxypyrimidin-5-yl)boronic acid C1(CC1)C1=NC=NC(=C1B(O)O)OC